5-(2-fluoro-6-methoxypyridin-4-yl)-2-(5-(((1R,2R,3S,5S)-2-fluoro-8-azabicyclo[3.2.1]octan-3-yl)(methyl)amino)pyrazin-2-yl)phenol FC1=NC(=CC(=C1)C=1C=CC(=C(C1)O)C1=NC=C(N=C1)N(C)[C@@H]1[C@@H]([C@H]2CC[C@@H](C1)N2)F)OC